P(=O)(O[Si](CCOC)(C)C)(O[Si](CCOC)(C)C)[O-] bis(dimethyl (methoxyethyl) silyl) phosphate